5-isopropyl-1-(3-(4-tert-butoxycarbonylpiperazin-1-yl)propyl)-1H-imidazole C(C)(C)C1=CN=CN1CCCN1CCN(CC1)C(=O)OC(C)(C)C